FC1=C(CN2C(N3C(C(=C2)C#N)=NC(=C3)C)=O)C=CC(=C1)C=1C=NN(C1)C 6-(2-Fluoro-4-(1-methyl-1H-pyrazol-4-yl)benzyl)-2-methyl-5-oxo-5,6-dihydroimidazo[1,2-c]pyrimidine-8-carbonitrile